C(C(C)C)N1CC2(CN(C2)C=2C=CC(=NC2)C2=NNC(=C2C(C)C)C=2C=C(C=3N(C2)N=CN3)OC)C1 6-(3-(5-(6-isobutyl-2,6-diazaspiro[3.3]heptan-2-yl)pyridin-2-yl)-4-isopropyl-1H-pyrazol-5-yl)-8-methoxy-[1,2,4]triazolo[1,5-a]pyridine